tert-butyl 3-(3-cyano-6-(1-methyl-1H-pyrazol-4-yl) pyrazolo[1,5-a]pyridin-4-yl)-3,6-diazabicyclo[3.1.1]heptane-6-carboxylate C(#N)C=1C=NN2C1C(=CC(=C2)C=2C=NN(C2)C)N2CC1N(C(C2)C1)C(=O)OC(C)(C)C